2-((1r,6r)-6-aminocyclohex-3-en-1-yl)-3-bromo-N-((E)-but-2-en-1-yl)-5-chlorothieno[3,2-b]pyridin-7-amine N[C@@H]1CC=CC[C@H]1C1=C(C2=NC(=CC(=C2S1)NC\C=C\C)Cl)Br